(E)-3-(4-Hydroxy-3-methoxyphenyl)-1-(4-morpholin-4-ylphenyl)prop-2-en-1-one OC1=C(C=C(C=C1)/C=C/C(=O)C1=CC=C(C=C1)N1CCOCC1)OC